C(C)(C)(C)SCCN 2-(tert-butylthio)-ethylamine